2-(4-bromophenyl)-6-(3,4,5-trimethoxyphenyl)pyridine BrC1=CC=C(C=C1)C1=NC(=CC=C1)C1=CC(=C(C(=C1)OC)OC)OC